ethyl 6-[(2S)-2-(tert-butoxy carbonyl amino) propoxy]-7-methyl-indane-4-carboxylate C(C)(C)(C)OC(=O)N[C@H](COC=1C=C(C=2CCCC2C1C)C(=O)OCC)C